(1-(2-(5-bromobenzofuran-3-yl)ethyl)-7-ethoxy-6-methoxy-3,4-dihydroisoquinolin-2(1H)-yl)(morpholinyl)methanone BrC=1C=CC2=C(C(=CO2)CCC2N(CCC3=CC(=C(C=C23)OCC)OC)C(=O)N2CCOCC2)C1